FC=C(C(F)(F)F)F 1,2,3,3,3-Pentafluoropropen